ClC=1C=C2C(=NC1N1N=CC=N1)N(C=C2C(=O)C2C[C@H](N([C@@H](C2)C)C2=NC=C(C=C2I)F)C)CC#N {5-chloro-3-[(2R,6R)-1-(5-fluoro-3-iodopyridin-2-yl)-2,6-dimethylpiperidine-4-carbonyl]-6-(2H-1,2,3-triazol-2-yl)-1H-pyrrolo[2,3-b]pyridin-1-yl}acetonitrile